BrC=1C=CC2=C(SC(=C2)C(=O)O)C1C#N 6-bromo-7-cyanobenzo[b]thiophene-2-carboxylic acid